Methyl 5-[3-(4-chlorophenyl)-3-oxoprop-1-enyl]-2-hydroxybenzoate ClC1=CC=C(C=C1)C(C=CC=1C=CC(=C(C(=O)OC)C1)O)=O